B(C1=CN=C(C=C1)C(F)(F)F)(O)O 2-TRIFLUOROMETHYL-5-PYRIDINEBORIC ACID